1-(4-((4,5-dichloro-2-hydroxyphenyl)(methylamino)methyl)piperidin-1-yl)ethanone ClC1=CC(=C(C=C1Cl)C(C1CCN(CC1)C(C)=O)NC)O